C(CCC)[Sn](C=1SC=CN1)(CCCC)CCCC tributyl-(2-thiazolyl)stannane